1-((4-fluorophenyl)ethynyl)-2-(vinyloxy)benzene FC1=CC=C(C=C1)C#CC1=C(C=CC=C1)OC=C